O=CCC1=C(NC=C1)C(=O)OCCCC Butyl 3-(2-oxoethyl)-1H-pyrrole-2-carboxylate